ClC1=CC2=C(N(C(N=C2)=O)C=2C(=NC=CC2C)C(C)C)N=C1C1=C(C=CC=C1S(=O)(=O)C)F 6-chloro-7-(2-fluoro-6-(methylsulfonyl)phenyl)-1-(2-isopropyl-4-methylpyridin-3-yl)pyrido[2,3-d]pyrimidin-2(1H)-one